2-deoxy-β-D-galactopyranose O[C@H]1C[C@@H](O)[C@@H](O)[C@H](O1)CO